tert-butyl (1-((1R,2S)-2-methylcyclopropyl)-2-oxo-1,2-dihydropyridin-3-yl)carbamate C[C@@H]1[C@@H](C1)N1C(C(=CC=C1)NC(OC(C)(C)C)=O)=O